ClC=1C=C(C(=C(C#N)C1)F)OC1=C(N=CN(C1=O)CC=1C(=NC(=CC1)C)OC)C(C(F)F)(F)F 5-chloro-2-fluoro-3-((1-((2-methoxy-6-methylpyridin-3-yl)methyl)-6-oxo-4-(1,1,2,2-tetrafluoroethyl)-1,6-dihydropyrimidin-5-yl)oxy)benzonitrile